4,6-Bis{4-[(5-dimethylaminopentyl)aminomethyl]phenyl}-1-phenyl-1H-pyrazolo[3,4-d]pyrimidine CN(CCCCCNCC1=CC=C(C=C1)C1=C2C(=NC(=N1)C1=CC=C(C=C1)CNCCCCCN(C)C)N(N=C2)C2=CC=CC=C2)C